CC1=NC=C(C(=C1)C=1NC2=CC=C(C=C2C1C(C)C)C1CCN(CC1)CC1=NOC(=C1)C)C 3-((4-(2-(2,5-dimethylpyridin-4-yl)-3-isopropyl-1H-indol-5-yl)piperidin-1-yl)methyl)-5-methylisoxazole